BrC1=C(C#N)C=C(C=N1)F 2-bromo-5-fluoronicotinonitrile